tert-Butyl-4-(6-chloro-1-methyl-2,3-dioxo-2,3-dihydropyrido[2,3-b]pyrazin-4(1H)-yl)piperidin C(C)(C)(C)N1CCC(CC1)N1C2=C(N(C(C1=O)=O)C)C=CC(=N2)Cl